C(CC)O.N1=CC=CC=C1 pyridine-n-propanol